N-(3-(6-(1H-benzo[d]imidazol-2-yl)picolinoyl)-3-azabicyclo[3.1.0]hexan-6-yl)-2-(phenylamino)pyrimidine-4-carboxamide N1C(=NC2=C1C=CC=C2)C2=CC=CC(=N2)C(=O)N2CC1C(C1C2)NC(=O)C2=NC(=NC=C2)NC2=CC=CC=C2